5-methoxy-deoxycytidine COC=1C(=NC(N([C@H]2C[C@H](O)[C@@H](CO)O2)C1)=O)N